(2S,3S,4S)-N-((4-carbamimidoylthiophen-2-yl)methyl)-4-fluoro-3-hydroxy-1-((4-phenoxybutanoyl)glycyl)pyrrolidine-2-carboxamide C(N)(=N)C=1C=C(SC1)CNC(=O)[C@H]1N(C[C@@H]([C@H]1O)F)C(CNC(CCCOC1=CC=CC=C1)=O)=O